4-(methylamino)oxane CNC1CCOCC1